2-(1-Naphthyl)-5-methyl-1,8-naphthyridin-4(1H)-one C1(=CC=CC2=CC=CC=C12)C=1NC2=NC=CC(=C2C(C1)=O)C